(Z)-2-(dimethylamino)-N-(5-((5-fluoro-2-oxoindol-3-ylidene)methyl)-4-methyl-1H-pyrrol-3-yl)acetamide CN(CC(=O)NC1=CNC(=C1C)\C=C\1/C(NC2=CC=C(C=C12)F)=O)C